1-(3-bromophenyl)-3-methylcyclobutane-1-carbonitrile BrC=1C=C(C=CC1)C1(CC(C1)C)C#N